Cl.C(C)(C)NC=1N(C(C2=C(N1)CN[C@@H](C2)C)=O)C2=CC=C(C(=O)NC)C=C2 (R)-4-(2-(isopropylamino)-6-methyl-4-oxo-5,6,7,8-tetrahydro-pyrido[3,4-d]pyrimidin-3(4H)-yl)-N-methylbenzamide hydrochloride